ClC1=CC(=NC=C1Cl)NC(=O)N1C2CCC1CC=1C(=NC=CC12)F (±)-N-(4,5-dichloropyridin-2-yl)-1-fluoro-6,7,8,9-tetrahydro-5H-5,8-epiminocyclohepta[c]pyridine-10-carboxamide